3-((S)-oxetan-2-ylmethyl)-3H-imidazo[4,5-b]pyridine-5-carboxylic acid O1[C@@H](CC1)CN1C=NC=2C1=NC(=CC2)C(=O)O